C1(CC1)C1=NN=C2N1C=1CCCCC1NC2=O 1-(1-cyclopropyl)-6,7,8,9-tetrahydro-5H-[1,2,4]triazolo[4,3-a]quinoxalin-4-one